N-(4-(2-amino-3-(3-(1-isopropylpiperidin-4-yl)prop-1-ynyl)pyridin-4-yloxy)-3-fluorophenyl)-3-(4-fluorophenyl)-1-isopropyl-2,4-dioxo-1,2,3,4-tetrahydropyrimidine-5-carboxamide NC1=NC=CC(=C1C#CCC1CCN(CC1)C(C)C)OC1=C(C=C(C=C1)NC(=O)C=1C(N(C(N(C1)C(C)C)=O)C1=CC=C(C=C1)F)=O)F